2-((2S,3R)-2-benzyl-3-(cyclopropylmethoxy)pyrrolidin-1-yl)-6-morpholinopyrimidin-4(3H)-one C(C1=CC=CC=C1)[C@@H]1N(CC[C@H]1OCC1CC1)C1=NC(=CC(N1)=O)N1CCOCC1